FC(C1(CC1)COC1CCN(CC12CC2)C(=O)OC(C)(C)C)(F)F tert-butyl 8-[[1-(trifluoromethyl)cyclopropyl]methoxy]-5-azaspiro[2.5]octane-5-carboxylate